BrC1=CC(=C(OC(CC(C(=O)O)(C)C)CC)C=C1C)C 4-(4-bromo-2,5-dimethylphenoxy)-2,2-dimethylhexanoic acid